NC=1C=CC2=C(C(OC(O2)(C)C)=O)C1 6-amino-2,2-dimethyl-4H-benzo[1,3]dioxin-4-one